pyridintriol N1=C(C(=C(C=C1)O)O)O